C(C)(C)(C)OC(=O)N1C[C@@H](CCC1)NC=1N=NC(=C(C1)C)C1=C(C=C(C=C1)C#C)OCOCC (R)-3-((6-(2-(ethoxymethoxy)-4-ethynylphenyl)-5-methylpyridazin-3-yl)amino)piperidine-1-carboxylic acid tert-butyl ester